(E)-4-chloro-2-(4-(dimethylamino)cyclohexyl)-5-(2-ethoxyvinyl)-2,7-dimethyl-2,3-dihydrobenzofuran-6-carboxylic acid methyl ester COC(=O)C1=C(C2=C(CC(O2)(C)C2CCC(CC2)N(C)C)C(=C1\C=C\OCC)Cl)C